9-(4-(dimethylamino)-3-nitrophenyl)-6,7-dimethoxynaphtho[2,3-c]furan-1(3H)-one CN(C1=C(C=C(C=C1)C1=C2C=C(C(=CC2=CC2=C1C(OC2)=O)OC)OC)[N+](=O)[O-])C